C1=NC=CC2=C1NC1=CC=C(C=C21)C(=O)O pyrido[3,4-b]indole-6-carboxylic acid